C(C1=CC=CC=C1)N1CCC(CC1)(C)N(C(OC(C)(C)C)=O)C tert-Butyl 1-benzyl-4-methylpiperidin-4-yl(methyl)carbamate